1-(5-chloro-2-methylphenyl)-3-[1-(4-fluorophenyl)-5-oxopyrrolidin-3-yl]urea ClC=1C=CC(=C(C1)NC(=O)NC1CN(C(C1)=O)C1=CC=C(C=C1)F)C